F[C@H]1COCC[C@H]1N1N=C2N=C(C=NC2=C1)C1=C(C=C(C=C1C)C(F)(F)F)O 2-(2-((3R,4R)-3-fluorotetrahydro-2H-pyran-4-yl)-2H-pyrazolo[3,4-b]pyrazin-6-yl)-3-methyl-5-(trifluoromethyl)phenol